tert-Butyl 7-hydroxy-6-methyl-2-azaspiro[3.5]nonane-2-carboxylate OC1C(CC2(CN(C2)C(=O)OC(C)(C)C)CC1)C